C(CCCCCCCCCCCCCCCCC)[N-]CCCCCCCCCCCCCCCCCC bis-stearyl-amide